O=C1NC(CCC1N1CC2=CC=C(C=C2C1=O)OC(N(C1=CC(=C(C(=C1)C)C)F)C)=O)=O (2-(2,6-dioxopiperidin-3-yl)-3-oxoisoindolin-5-yl)methyl(3-fluoro-4,5-dimethylphenyl)carbamate